C(C)(C)(C)OC([C@H](CC(=O)O)N(C)C(=O)OCC1C2=CC=CC=C2C=2C=CC=CC12)=O (3S)-4-tert-butoxy-3-[9H-fluoren-9-ylmethoxycarbonyl-(methyl)amino]-4-oxobutanoic acid